2-(4-cyclopropyl-6-(methoxy-d3)pyrimidin-5-yl)-N-(4-(1-isopropyl-4-(trifluoromethyl)-1H-imidazol-2-yl)benzyl)-7H-purin-6-amine C1(CC1)C1=NC=NC(=C1C1=NC(=C2NC=NC2=N1)NCC1=CC=C(C=C1)C=1N(C=C(N1)C(F)(F)F)C(C)C)OC([2H])([2H])[2H]